OCCC[Si](O[Si](C)(C)CCC(=O)O)(C)C 3-[3-(3-hydroxypropyl)-1,1,3,3-tetramethyl-1-disiloxanyl]propionic acid